2-(4-benzyloxy-3,5-dimethyl-phenyl)-5,7-difluoro-3H-quinazolin-4-one C(C1=CC=CC=C1)OC1=C(C=C(C=C1C)C1=NC2=CC(=CC(=C2C(N1)=O)F)F)C